BrC1=NC(=CC=C1NC(=O)C=1C(=NC=C(C1)C(F)(F)F)NC1=C(C=C(C=C1)F)C#CCNC(OC(C)(C)C)=O)OC tert-butyl (3-(2-((3-((2-bromo-6-methoxypyridin-3-yl)carbamoyl)-5-(trifluoromethyl)pyridin-2-yl)amino)-5-fluorophenyl)prop-2-yn-1-yl)carbamate